CC=1N(N=C2[C@H](CCCC12)C)CC(=S)N1[C@@H](CCC1)C1=C(C(=CC=C1)OC)C 2-[(7S)-3,7-Dimethyl-4,5,6,7-tetrahydroindazol-2-yl]-1-[(2S)-2-(3-methoxy-2-methyl-phenyl)pyrrolidin-1-yl]ethanethione